FC1=C(C=CC=C1F)[C@@H]1N(OCC1)C1=CC(=NC=C1)NC1=C(C=C(C=C1)N1CCC(CC1)N1CCN(CC1)C)OC (R)-4-(3-(2,3-difluorophenyl)isoxazolidin-2-yl)-N-(2-methoxy-4-(4-(4-methylpiperazin-1-yl)piperidin-1-yl)phenyl)pyridin-2-amine